C1=C(C=CC2=CC=CC=C12)CC=1C(=C2N(C(C1)=O)C(CS2)CCB(O)O)C2=CC(=CC=C2)C(F)(F)F (2-(7-(naphthalen-2-ylmethyl)-5-oxo-8-(3-(trifluoromethyl)phenyl)-3,5-dihydro-2H-thiazolo[3,2-a]pyridin-3-yl)ethyl)boronic acid